FCCOC1=CC=C(C=C1)CO (4-(2-fluoroethoxy)phenyl)methanol